[C@@H]12CNC[C@H]2C1NC(=O)NC1=CC=C(C=C1)OC(F)(F)F 1-((1R,5S,6s)-3-azabicyclo[3.1.0]hexan-6-yl)-3-(4-(trifluoromethoxy)phenyl)urea